OCC(=O)NC1(CC1)C1=C(OC2=C1C=C(C=C2)OCC2=C(N=CS2)C)C 2-hydroxy-N-(1-{2-methyl-5-[(4-methyl-1,3-thiazol-5-yl)methoxy]-1-benzofuran-3-yl}cyclopropyl)acetamide